lithium 2-(1-(3-cyanophenyl)azetidin-3-yl)acetate C(#N)C=1C=C(C=CC1)N1CC(C1)CC(=O)[O-].[Li+]